N-(5-chloro-3-fluoro-2-pyridyl)-5-(2-pyridyl)-1H-pyrrole-3-sulfonamide ClC=1C=C(C(=NC1)NS(=O)(=O)C1=CNC(=C1)C1=NC=CC=C1)F